CCCCCCCCCCCCCCCCC=CC=O Nonadecenal